2-[(4-{6-[(4-chloro-2-fluorobenzyl)oxy]pyridin-2-yl}piperidin-1-yl)methyl]-1-[(3-methyltetrahydrofuran-3-yl)methyl]-1H-benzimidazole-6-carboxylic acid ClC1=CC(=C(COC2=CC=CC(=N2)C2CCN(CC2)CC2=NC3=C(N2CC2(COCC2)C)C=C(C=C3)C(=O)O)C=C1)F